tert-butyl (S)-((3-(3-(4-fluoro-2-methoxyphenoxy)-6-(trifluoromethyl)pyridazine-4-carboxamido)phenyl)(methyl)(oxo)-λ6-sulfaneylidene)carbamate FC1=CC(=C(OC=2N=NC(=CC2C(=O)NC=2C=C(C=CC2)[S@@](=O)(C)=NC(OC(C)(C)C)=O)C(F)(F)F)C=C1)OC